2-(2H-1,3-benzodioxol-4-yl)-1,3-dioxan-5-one O1COC2=C1C=CC=C2C2OCC(CO2)=O